FC1C(C1)C(=O)NC=1SC2=C(N1)C=CC(=C2)C2=NC=CN=C2C 2-fluoro-N-(6-(3-methylpyrazin-2-yl)benzo[d]thiazol-2-yl)cyclopropane-1-carboxamide